2-(4-[[7-([2-fluoro-4-[3-(hydroxymethyl)pyrazol-1-yl]phenyl]amino)-1,6-naphthyridin-2-yl]sulfanyl]piperidin-1-yl)ethanol FC1=C(C=CC(=C1)N1N=C(C=C1)CO)NC1=NC=C2C=CC(=NC2=C1)SC1CCN(CC1)CCO